3-[2-chloro-7-(8-ethynyl-7-fluoro-1-naphthyl)-8-fluoro-pyrido[4,3-d]pyrimidin-4-yl]-3,8-diazabicyclo[3.2.1]octane-8-carboxylic acid tert-butyl ester C(C)(C)(C)OC(=O)N1C2CN(CC1CC2)C=2C1=C(N=C(N2)Cl)C(=C(N=C1)C1=CC=CC2=CC=C(C(=C12)C#C)F)F